C(CCCCCCC)OC1=C(C(=C(C=C1OCCCCCCCC)CC)CN(C)C)CN(C)C 1,1'-(2,3-dioctyloxy-5-ethyl-1,6-phenylene)-bis(N,N-dimethylmethanamine)